tert-butyl-(2R,4S)-4-({2-cyano-6-[(1S)-1-[(2S,4R)-4-fluoro-1-methyl-pyrrolidin-2-yl]ethoxy]pyrimidin-4-yl}oxy)-2-(cyanomethyl)piperidine-1-carboxylate C(C)(C)(C)OC(=O)N1[C@@H](C[C@H](CC1)OC1=NC(=NC(=C1)O[C@@H](C)[C@H]1N(C[C@@H](C1)F)C)C#N)CC#N